6-(4-chloro-phenyl)-2-phenyl-benzooxazol ClC1=CC=C(C=C1)C1=CC2=C(N=C(O2)C2=CC=CC=C2)C=C1